C(C)(=O)[O-].C(CCCC)[NH+]1C(CCC1)C 1-Pentyl-2-Methylpyrrolidinium acetat